diiminopimelic acid N=C(C(C(=O)O)=N)CCCC(=O)O